methyl (S)-4-(3-((tert-Butoxycarbonyl) amino)-3-methylpyrrolidin-1-yl)-5-formylnicotinate C(C)(C)(C)OC(=O)N[C@@]1(CN(CC1)C1=C(C=NC=C1C(=O)OC)C=O)C